methyl 4-(((5-phenylpyrazin-2-yl)methyl)carbamoyl)benzoate C1(=CC=CC=C1)C=1N=CC(=NC1)CNC(=O)C1=CC=C(C(=O)OC)C=C1